[N+](=O)([O-])C1=C(C(=CC=C1)O)C mononitrocresol